2-((dimethylamino)methyl)thiazole-5-sulfonyl chloride CN(C)CC=1SC(=CN1)S(=O)(=O)Cl